N'-hydroxy-1-methyl-cyclobutaneformamidine ON=C(N)C1(CCC1)C